(S)-4-(8-amino-3-(1-but-2-ynoylpyrrolidin-2-yl)imidazo[1,5-a]pyrazin-1-yl)-N-(4-ethylpyridin-2-yl)benzamide NC=1C=2N(C=CN1)C(=NC2C2=CC=C(C(=O)NC1=NC=CC(=C1)CC)C=C2)[C@H]2N(CCC2)C(C#CC)=O